NCCS(=O)=NC1=CC=C(C=C1)CC=1C(=NC=2N(C1N(C)C)N=CN2)C (2-aminoethyl)(4-{[7-(dimethylamino)-5-methyl-[1,2,4]triazolo[1,5-a]pyrimidin-6-yl]methyl}phenyl)imino-λ6-sulfanone